(S)-(-)-2-propanesulfenamide CC(C)SN